L-1-methyl-3-nitroguanidine CNC(=N)N[N+](=O)[O-]